N(=C=O)CC1CC2C3C(CCC(C3C1C2)CN=C=O)C 3,5-bis(isocyanatomethyl)-8-methyl-1,4-methano-decahydronaphthalene